5-(3,5-dichlorophenyl)-N1,N1-dimethylnaphthalene-1,2-diamine ClC=1C=C(C=C(C1)Cl)C=1C2=CC=C(C(=C2C=CC1)N(C)C)N